ClC=1C=C(C=CC1F)NC1=NC=NC2=CC(=C(C=C12)NC(C=CCN1CCN(CC1)C)=O)OC 4-(4-Methyl-piperazin-1-yl)-but-2-enoic acid [4-(3-chloro-4-fluoro-phenylamino)-7-methoxy-quinazolin-6-yl]amide